N-(4-(4-fluorobenzyl)-6,8-dimethyl-3,4-dihydro-2H-benzo[b][1,4]oxazin-7-yl)-3,3-dimethylbutanamide FC1=CC=C(CN2C3=C(OCC2)C(=C(C(=C3)C)NC(CC(C)(C)C)=O)C)C=C1